2-((4-(2-(7-(4-ethylpiperazin-1-yl)-4-methyl-2-oxo-2H-chromen-3-yl)-2-oxo-ethyl)-1-methyl-1,4-dihydroquinolin-3-yl)methylene)malononitrile C(C)N1CCN(CC1)C1=CC=C2C(=C(C(OC2=C1)=O)C(CC1C(=CN(C2=CC=CC=C12)C)C=C(C#N)C#N)=O)C